N-[4-amino-1-(2-chloroethyl)-2-naphthyl]-5,6,7-trimethoxy-1H-indole-2-carboxamide NC1=CC(=C(C2=CC=CC=C12)CCCl)NC(=O)C=1NC2=C(C(=C(C=C2C1)OC)OC)OC